6-(7-((6-chloro-2-methylpyridin-3-yl)sulfonyl)-7-azaspiro[3.5]non-2-yl)-2-oxa-6-azaspiro[3.3]heptane ClC1=CC=C(C(=N1)C)S(=O)(=O)N1CCC2(CC(C2)N2CC3(COC3)C2)CC1